C(C=C)(=O)OCC[N+](CCCS(=O)(=O)O)(CCOC(C=C)=O)CCOC(C=C)=O tris(2-acryloyloxyethyl)(3-sulfopropyl)ammonium